C1=CC=C(C=C1)C(=O)NCC2=CC=CS2 N-(thiophen-2-ylmethyl)benzamide